7-chloro-benzothiazol ClC1=CC=CC=2N=CSC21